2-[4-(2-methoxypyridin-4-yl)pyrazol-1-yl]-3-methylbutyric acid COC1=NC=CC(=C1)C=1C=NN(C1)C(C(=O)O)C(C)C